2-methyl-5-oxoazepane-1,4-dicarboxylic acid 1-tert-butyl 4-ethyl ester C(C)OC(=O)C1CC(N(CCC1=O)C(=O)OC(C)(C)C)C